C(C=C)[C@H]1[C@@H](C[C@@H](C1)O)S(=O)(=O)N (1R,2R,4R)-2-ALLYL-4-HYDROXYCYCLOPENTANE-1-SULFONAMIDE